C1(CCCCC1)C1=CC=C(C=C1)NCC(C)O 3-((4-cyclohexylphenyl)amino)propan-2-ol